5-(8-fluoro-[1,2,4]triazolo[1,5-a]pyridin-6-yl)-N-(2,2,2-trifluoroethyl)-7H-pyrrolo[2,3-d]pyrimidin-2-amine FC=1C=2N(C=C(C1)C1=CNC=3N=C(N=CC31)NCC(F)(F)F)N=CN2